C(C)OC(CCCNC(=O)C=1C=C(C2=C([C@@](CO2)(C2=CC=CC=C2)CC)C1)C(=O)NC)OCC |o1:15| (S*)-N5-(4,4-diethoxybutyl)-3-ethyl-N7-methyl-3-phenyl-2,3-dihydrobenzofuran-5,7-dicarboxamide